OC1(CC(C1)C(=O)N1CC2(C1)C[C@H](CC2)CC2=CC=C(C=C2)C(F)(F)F)C |r| (rac)-((1s,3s)-3-Hydroxy-3-methylcyclobutyl)(6-(4-(trifluoromethyl)benzyl)-2-azaspiro[3.4]octan-2-yl)methanone